FC(C(C(F)(F)F)(O)C1=C(C=CC=C1)NC1=NC(=NC=C1C(=O)N)NC1=C(C=C2CCN(CC2=C1)C)OC)(F)F 4-{[2-(1,1,1,3,3,3-hexafluoro-2-hydroxypropan-2-yl)phenyl]amino}-2-[(6-methoxy-2-methyl-1,2,3,4-tetrahydroisoquinolin-7-yl)amino]pyrimidine-5-carboxamide